C(=O)O.O1CC=NC=C1 [1,4]Oxazine formate